heptanlactam C1(CCCCCCN1)=O